1-[(2R,6R)-4-acetyl-6-[[bis(4-methoxyphenyl)-phenyl-methoxy]methyl]-6-(hydroxy-methyl)morpholin-2-yl]-5-methyl-pyrimidine-2,4-dione C(C)(=O)N1C[C@@H](O[C@](C1)(CO)COC(C1=CC=CC=C1)(C1=CC=C(C=C1)OC)C1=CC=C(C=C1)OC)N1C(NC(C(=C1)C)=O)=O